O=C1NC(CCC1N1C(C2=CC=CC(=C2C1)C#CCCNC(=O)C1=CC=C(C=N1)C=1N=CC2=C(C=CC=C2C1)C=1C=C2C(=CN(C2=CC1)C)C(=O)NC)=O)=O 5-(3-(6-((4-(2-(2,6-Dioxopiperidin-3-yl)-1-oxoisoindolin-4-yl)but-3-yn-1-yl)carbamoyl)pyridin-3-yl)isoquinolin-8-yl)-N,1-dimethyl-1H-indole-3-carboxamide